C(C)C(C(C(=O)O)=CCCCCCCC)(CC)CC.FC1=C(C(=O)NCC2CCC(CC2)N2N=C3C=C(C=CC3=C2)N2N=CN=C2)C=C(C(=C1F)O)F 2,3,5-trifluoro-4-hydroxy-N-({(1r,4r)-4-[6-(1H-1,2,4-triazol-1-yl)-2H-indazol-2-yl]cyclohexyl}methyl)benzamide triethylheptyl-methacrylate